tert-Butyl (4S)-4-[3-[[6-[[2-chloro-6-(3-fluoro-5-isobutoxy-phenyl)pyridine-3-carbonyl]sulfamoyl]-2-pyridyl]amino]-3-(2-pyridyl)propyl]-2,2-dimethyl-pyrrolidine-1-carboxylate ClC1=NC(=CC=C1C(=O)NS(=O)(=O)C1=CC=CC(=N1)NC(CC[C@H]1CC(N(C1)C(=O)OC(C)(C)C)(C)C)C1=NC=CC=C1)C1=CC(=CC(=C1)OCC(C)C)F